(1R,2S,3R,5R)-3-(4-amino-5-bromo-7H-pyrrolo[2,3-d]pyrimidin-7-yl)-5-(((((S)-piperidin-3-yl)methyl)amino)methyl)cyclopentane-1,2-diol NC=1C2=C(N=CN1)N(C=C2Br)[C@H]2[C@@H]([C@@H]([C@H](C2)CNC[C@@H]2CNCCC2)O)O